BrC1=CNC2=CN=C(C(=C21)F)C2CCN(CC2)C(=O)OC(C)(C)C tert-butyl 4-(3-bromo-4-fluoro-1H-pyrrolo[2,3-c]pyridin-5-yl)piperidine-1-carboxylate